F[P-](F)(F)(F)(F)F.C(C(C)C)C1=C(C(=CC(=C1)C#N)CC(C)C)[N+]1=CN(C2=C1C=CC=C2)C2=C(C=CC=C2)OC2=CC=1N(C3=CC=CC=C3C1C=C2)C2=NC=CC(=C2)C(C)(C)C 1-(2,6-diisobutyl-4-cyanophenyl)-3-({[9-(4-tert-butylpyridin-2-yl)-9H-carbazol-2-yl]oxy}phenyl)benzimidazolium hexafluorophosphate